3,5-diphenylphenylboronate C1(=CC=CC=C1)C=1C=C(C=C(C1)C1=CC=CC=C1)B([O-])[O-]